coumarinone O1C(=O)C(CC2=CC=CC=C12)=O